C(C)(C)OC([C@H](F)ON1[C@@H]2C(=C[C@H](N(C1=O)C2)C(N)=O)C)=O (2S)-2-(((2S,5R)-2-carbamoyl-4-methyl-7-oxo-1,6-diazabicyclo[3.2.1]oct-3-en-6-yl)oxy)-2-fluoroacetic acid isopropyl ester